tert-Butyl 4-[1-(2-aminoethyl)-3-phenyl-propyl]-2,2-dimethyl-pyrrolidine-1-carboxylate NCCC(CCC1=CC=CC=C1)C1CC(N(C1)C(=O)OC(C)(C)C)(C)C